FC1=C(CN2CC(N(C=3C=NC=4N=C(C=CC4C32)OC)CC(F)(F)F)=O)C(=CC(=C1)SCC1=CC=C(C=C1)OC)F 1-(2,6-difluoro-4-((4-methoxybenzyl)thio)benzyl)-8-methoxy-4-(2,2,2-trifluoroethyl)-1,4-dihydropyrazino[2,3-c][1,8]naphthyridine-3(2H)-one